5-Bromo-4-fluoro-2,2-dimethyl-2,3-dihydro-1H-inden-1-one BrC=1C(=C2CC(C(C2=CC1)=O)(C)C)F